2-cyano-3-(3-methoxy-2-nitrophenyl)acrylic acid ethyl ester C(C)OC(C(=CC1=C(C(=CC=C1)OC)[N+](=O)[O-])C#N)=O